1'-(carboxymethyl)-4,4'-bipyridine chloride [Cl-].C(=O)(O)CN1CC=C(C=C1)C1=CC=NC=C1